CC1=NC=C(C=N1)C1NCC(CC1)C 2-methyl-5-(5-methylpiperidin-2-yl)Pyrimidine